sodium chloride borohydride [BH4-].[Cl-].[Na+]